9-methyl-16-(5-methyl-4-prop-2-enoyl-2,3-dihydroquinoxalin-1-yl)-8-oxa-2,6,14,20,21-pentazatetracyclo[12.6.2.13,7.018,22]tricosa-1(20),3,5,7(23),16,18,21-heptaen-15-one CC1OC=2N=CC=C(NC3=NC=C4C=C(C(N(CCCC1)C4=N3)=O)N3CCN(C4=C(C=CC=C34)C)C(C=C)=O)C2